5-((4-(methoxycarbonyl)bicyclo[2.2.2]octan-1-yl)methoxy)nicotinic acid COC(=O)C12CCC(CC1)(CC2)COC=2C=NC=C(C(=O)O)C2